7-(tert-butyldimethylsilyloxy)-4-chloro-6,7-dihydro-5H-cyclopenta[b]pyridine-3-carbaldehyde [Si](C)(C)(C(C)(C)C)OC1CCC=2C1=NC=C(C2Cl)C=O